2-butyloctyl 8-[2-[8-(2-butyloctoxy)-8-oxo-octoxy]-3-[2-[2-[2-(2-hydroxyethoxy)ethoxy]ethoxy] ethoxy]propoxy]octanoate C(CCC)C(COC(CCCCCCCOC(COCCCCCCCC(=O)OCC(CCCCCC)CCCC)COCCOCCOCCOCCO)=O)CCCCCC